FC1=C(C=C(C=C1C)NC1=NC=C(C(=N1)NC=1C=C(C2=C(NC(O2)=O)C1)C)C)OC 5-(2-(4-fluoro-3-methoxy-5-methylphenylamino)-5-methylpyrimidin-4-ylamino)-7-methylbenzo[d]oxazol-2(3H)-one